2-(4-cyclopropyl-6-methoxypyrimidin-5-yl)-4-(4-(1-(trifluoromethyl)-5,6-dihydro-8H-imidazo[5,1-c][1,4]oxazin-3-yl)benzyl)oxazolo[5,4-c]pyridine C1(CC1)C1=NC=NC(=C1C=1OC=2C(=NC=CC2N1)CC1=CC=C(C=C1)C1=NC(=C2COCCN21)C(F)(F)F)OC